7-(4-chloro-2,5-difluoro-phenyl)-N,N-dimethyl-5-[(2R)-2-(1-cyclopropyl-pyrazol-4-yl)tetrahydropyran-4-yl]thiazolo[4,5-d]pyrimidin-2-amine ClC1=CC(=C(C=C1F)C=1C2=C(N=C(N1)C1C[C@@H](OCC1)C=1C=NN(C1)C1CC1)N=C(S2)N(C)C)F